Phenylbenzoselenophen C1(=CC=CC=C1)C=1[Se]C2=C(C1)C=CC=C2